4-bromo-2-fluoro-7-trifluoromethylsulfonyl-2,3-dihydro-1H-inden-1-one BrC1=C2CC(C(C2=C(C=C1)S(=O)(=O)C(F)(F)F)=O)F